BrC1=CC=C(COC=2C=C(OC=3C=C(C=C(C3)C)O)C=C(C2)C)C=C1 3-[3-((4-bromobenzyl)oxy)-5-methylphenoxy]-5-methylphenol